C=CCCCC=CCCCC 1,6-undecadiene